FC(C1=CC(=C(C(=O)O)C=C1)NC1=C(C=C(C=C1)F)C)F 4-(difluorometh-yl)-2-((4-fluoro-2-methylphenyl)-amino)benzoic acid